benzyl (S)-3-(([1,1-biphenyl]-3-ylmethyl)amino)-1-chloro-4-oxo-4,6,7,8-tetrahydropyrrolo[1,2-a]pyrazine-6-carboxylate C1(=CC(=CC=C1)CNC1=NC(=C2N(C1=O)[C@@H](CC2)C(=O)OCC2=CC=CC=C2)Cl)C2=CC=CC=C2